Cl.Cl.C(C1=CC=CC=C1)OC(=O)C=1C=2C=C(N=CC2C=CC1OC[C@@H](CC1=CC=CC=C1)N)C (R)-6-(2-amino-3-phenylpropoxy)-3-methylisoquinoline-5-carboxylic acid benzyl ester dihydrochloride